ClC1=C(C=NC(=C1)COC1OCCCC1)C(C1(CCN(CC1)C(=O)OC(C)(C)C)C)O tert-butyl 4-[[4-chloro-6-(tetrahydropyran-2-yloxymethyl)-3-pyridyl]-hydroxy-methyl]-4-methyl-piperidine-1-carboxylate